C(C)(C)(C)N(CC(=O)O)C1=NC2=CC(=CC=C2C(=C1)N1C=NC=C1)Cl.ClC1=CC(=C(C=C1)COC)COC 4-chloro-1,2-bis(methoxymethyl)benzene tert-Butyl(7-chloro-4-(1H-imidazol-1-yl)quinolin-2-yl)glycinate